(5aR,5bS,7aS,10aS,10bR)-5a,7a-dimethyl-2-(phenethylamino)-4,5,5a,5b,6,7,7a,9,10,10a,10b,11,12,12a-tetradecahydro-8H-cyclopenta[7,8]phenanthro[2,1-d]thiazol-8-one C[C@@]12CCC=3N=C(SC3C2CC[C@H]2[C@H]3[C@](CC[C@H]12)(C(CC3)=O)C)NCCC3=CC=CC=C3